(1R,2R)-1-((2R,3R,4S,6S)-4-acetoxy-3-(2-acetoxyacetamido)-6-hydroxy-6-(methoxycarbonyl)tetrahydro-2H-pyran-2-yl)-3-(2-(3-acetoxyphenyl)acetamido)propane-1,2-diyl diacetate C(C)(=O)O[C@H]([C@@H](CNC(CC1=CC(=CC=C1)OC(C)=O)=O)OC(C)=O)[C@@H]1O[C@@](C[C@@H]([C@H]1NC(COC(C)=O)=O)OC(C)=O)(C(=O)OC)O